5-pentyl-N-(4-(4,4,5,5-tetramethyl-1,3,2-dioxaborolan-2-yl)phenyl)picolinamide C(CCCC)C=1C=CC(=NC1)C(=O)NC1=CC=C(C=C1)B1OC(C(O1)(C)C)(C)C